ClS(=O)(=O)C1=CC=C(C(=C1C(=O)OC)[N+](=O)[O-])F methyl 6-(chlorosulfonyl)-3-fluoro-2-nitrobenzoate